CN(CC=CC(=O)N1CCN(CC1)C=1C2=C(N=C(N1)OCC1N(CCC1)C)CN(C2)CC2=CC=CC1=CC=CC=C21)C 4-(dimethylamino)-1-(4-(2-((1-methylpyrrolidin-2-yl)methoxy)-6-(naphthalen-1-ylmethyl)-6,7-dihydro-5H-pyrrolo[3,4-d]pyrimidin-4-yl)piperazin-1-yl)but-2-en-1-one